C(C)[Si](O[Si](C)(C)CCN)(CC)CCN 2,2'-(1,1-diethyl-3,3-dimethyldisiloxane-1,3-diyl)bis(ethane-1-amine)